C(C)(C)C1=C(C=CC=C1)C1N(CCN(C1)S(=O)(=O)C1=CC=CC=C1)C1CC2(C1)CCN(CC2)C(=O)OC(C)(C)C tert-butyl 2-(2-(2-isopropylphenyl)-4-(phenylsulfonyl) piperazin-1-yl)-7-azaspiro[3.5]nonane-7-carboxylate